C(#N)C1=CC=C(C(=O)N2CC3=CC(=CC=C3CC2)C(CC(=O)O)C2=C(C3=C(N(N=N3)CC)C=C2)C)C=C1 3-(2-(4-cyanobenzoyl)-1,2,3,4-tetrahydroisoquinolin-7-yl)-3-(1-ethyl-4-methyl-1H-benzo[d][1,2,3]triazol-5-yl)propanoic acid